NN=CC1=CC=C(C(=O)N2CCN(CC2)C(=O)C=2C=C(C(=O)OC)C=C(C2)CN2CCN(CC2)C=NN)C=C1 3-[[4-[4-(Aminoiminomethyl)benzoyl]-1-piperazinyl]carbonyl]-5-[[4-(aminoiminomethyl)-1-piperazinyl]methyl]-benzoic acid, methyl ester